ClC1=C(C=CC=C1)C(COC)=O (2-chlorophenyl)-2-methoxy-ethanone